(4-methylpiperidin-1-yl)(6-(4-(trifluoromethyl)phenyl)pyrazin-2-yl)methanone CC1CCN(CC1)C(=O)C1=NC(=CN=C1)C1=CC=C(C=C1)C(F)(F)F